3-fluoro-4-((4-(1-(2-hydroxy-2-methylpropyl)-1H-pyrazol-4-yl)-5-(trifluoromethyl)pyrimidin-2-yl)amino)-2-methoxybenzenesulfonamide FC=1C(=C(C=CC1NC1=NC=C(C(=N1)C=1C=NN(C1)CC(C)(C)O)C(F)(F)F)S(=O)(=O)N)OC